C(#N)C1=C(C=C(C=C1)C1=CC(=NN1C1=CC=C(C=C1)I)C(=O)N=[N+]=[N-])F 5-(4-cyano-3-fluorophenyl)-1-(4-iodophenyl)-1H-pyrazole-3-carbonyl azide